N,N-bis(4-(4,4,5,5-tetramethyl-1,3,2-dioxaborolan-2-yl)phenyl)-[1,1'-biphenyl]-4-amine CC1(OB(OC1(C)C)C1=CC=C(C=C1)N(C1=CC=C(C=C1)C1=CC=CC=C1)C1=CC=C(C=C1)B1OC(C(O1)(C)C)(C)C)C